N-((3-chloropyrazin-2-yl)methyl)-4-(4-methylpiperazin-1-yl)cyclohexanecarboxamide ClC=1C(=NC=CN1)CNC(=O)C1CCC(CC1)N1CCN(CC1)C